lithium 2,2'-methylenebis(4,6-dimethylphenyl) phosphate P1(=O)(OC2=C(C=C(C=C2C)C)CC2=C(C(=CC(=C2)C)C)O1)[O-].[Li+]